C(C1=CC=CC=C1)C=1C=2N(C=C(N1)C1=CC=CC=C1)C=C(N2)CC=2OC=CC2 8-benzyl-2-(furan-2-ylmethyl)-6-phenylimidazo[1,2-a]pyrazin